ClC=1C=CC=C2C=CC=C(C12)N1CC=2N=C(N=C(C2CC1)N(C)CC1CN(CC1)C#N)OC[C@H]1N(CCC1)C 3-(((7-(8-chloronaphthalen-1-yl)-2-(((S)-1-methylpyrrolidin-2-yl)methoxy)-5,6,7,8-tetrahydropyrido[3,4-d]pyrimidin-4-yl)(methyl)amino)methyl)pyrrolidine-1-carbonitrile